methyl-6-[4-[(2-methylpropan-2-yl)oxycarbonyl]piperazine-1-yl]pyridazine Sodium [Na].CC=1N=NC(=CC1)N1CCN(CC1)C(=O)OC(C)(C)C